C(C=C)(=O)N1CCC(CC1)NC1=CC(=NC=C1)C(=O)NC1=CC=C(C=C1)C1=CC2=C(N=CN=C2N2CCC(CC2)(F)F)N1 4-((1-acryloylpiperidin-4-yl)amino)-N-(4-(4-(4,4-difluoropiperidin-1-yl)-7H-pyrrolo[2,3-d]pyrimidin-6-yl)phenyl)picolinamide